The molecule is a secondary amino compound that consists of tetralin bearing methyl, propylamino and methoxy groups at positions 1, 2 and 5 respectively. Dopamine receptor antagonist with preferential action at presynaptic receptors (pKi values are 6.95, 6.67, 6.37, 6.21 and 6.07 at hD3. hD4, hD2S, hD2L and rD2 receptors respectively). It has a role as a dopaminergic antagonist. It is a member of tetralins and a secondary amino compound. It is a conjugate base of a (1S,2R)-5-methoxy-1-methyl-2-(propylammonio)tetralin(1+). It derives from a hydride of a tetralin. CCCN[C@@H]1CCC2=C([C@@H]1C)C=CC=C2OC